tert-Butyl (1S,3R)-1-(5-((1-(tert-butoxycarbonyl)azetidin-3-yl)oxy)thiophen-2-yl)-3-methyl-2-(2,2,2-trifluoroethyl)-1,2,3,4-tetrahydro-9H-pyrido[3,4-b]indole-9-carboxylate C(C)(C)(C)OC(=O)N1CC(C1)OC1=CC=C(S1)[C@H]1N([C@@H](CC2=C1N(C1=CC=CC=C21)C(=O)OC(C)(C)C)C)CC(F)(F)F